N-(cyclopropyl(3-(4-methoxyphenyl)bicyclo[1.1.1]pentan-1-yl)methyl)nicotinamide hydrochloride Cl.C1(CC1)C(NC(C1=CN=CC=C1)=O)C12CC(C1)(C2)C2=CC=C(C=C2)OC